2-(2,6-dioxo-3-piperidinyl)-5-(3-oxocyclobutoxy)isoindoline-1,3-dione O=C1NC(CCC1N1C(C2=CC=C(C=C2C1=O)OC1CC(C1)=O)=O)=O